(1-(methyl-d3)-2-oxo-8-(7-oxa-2-azaspiro[3.5]nonan-2-yl)-2,3,4,5-tetrahydro-1H-benzo[b]azepin-3-yl)-4-phenoxypyridine-2-carboxamide C(N1C2=C(CCC(C1=O)C=1C(=NC=CC1OC1=CC=CC=C1)C(=O)N)C=CC(=C2)N2CC1(C2)CCOCC1)([2H])([2H])[2H]